C(#N)C1=CC=2N(N=C1)C(=CC2)C2=CC(=C(C=N2)C2=NN=C(S2)N2CC1(C2)CCC(CC1)NC(C)=O)NC1COC1 N-(2-(5-(6-(3-cyanopyrrolo[1,2-b]pyridazin-7-yl)-4-(oxetan-3-ylamino)pyridin-3-yl)-1,3,4-thiadiazol-2-yl)-2-azaspiro[3.5]nonan-7-yl)acetamide